ClC1=C2C(=NC=C1)NC(=C2C2=CC1=C(OCCN1C(C=C)=O)C=C2)C2=CC=C(C=C2)N2CCN(CC2)C 1-(6-(4-chloro-2-(4-(4-methylpiperazin-1-yl)phenyl)-1H-pyrrolo[2,3-b]pyridin-3-yl)-2H-benzo[b][1,4]oxazin-4(3H)-yl)prop-2-en-1-one